5H-1,4,2-dioxaazepine O1N=COCC=C1